(S)-(1-(7-methyl-2-((1-(3,4,5-trimethoxyphenyl)-1H-imidazol-4-yl)amino)quinazolin-4-yl)pyrrolidin-2-yl)methanol CC1=CC=C2C(=NC(=NC2=C1)NC=1N=CN(C1)C1=CC(=C(C(=C1)OC)OC)OC)N1[C@@H](CCC1)CO